[2-[[5-azido-2-[(2,5-dioxopyrrolidin-1-yl) oxycarbonyloxymethyl] phenyl] methyl] hydrazino]2,2-dimethylpropionate N(=[N+]=[N-])C=1C=CC(=C(C1)CNNCC(C(=O)[O-])(C)C)COC(=O)ON1C(CCC1=O)=O